5-Amino-1-isopropyl-3-(4-(2-((3-(2-methyltetrahydrofuran-2-yl)isoxazol-5-yl)amino)-2-oxoethyl)phenyl)-1H-pyrazole-4-carboxamide NC1=C(C(=NN1C(C)C)C1=CC=C(C=C1)CC(=O)NC1=CC(=NO1)C1(OCCC1)C)C(=O)N